OC(C[NH+](CCCCCCCCCCCCCCCCCC)[O-])O dihydroxyethyl-N-stearylamine oxide